8-(4-(4-(6-((2-(2,6-dioxopiperidin-3-yl)-1-oxoisoindolin-4-yl)amino)hexanoyl)piperazin-1-yl)piperidin-1-yl)-9-ethyl-6,6-dimethyl-11-oxo-6,11-dihydro-5H-benzo[b]carbazole-3-carbonitrile O=C1NC(CCC1N1C(C2=CC=CC(=C2C1)NCCCCCC(=O)N1CCN(CC1)C1CCN(CC1)C=1C(=CC2=C(C(C=3NC4=CC(=CC=C4C3C2=O)C#N)(C)C)C1)CC)=O)=O